3-[5-(2-methoxyethoxy)-6-methylpyridin-2-yl]-1H-indole-7-carbonitrile COCCOC=1C=CC(=NC1C)C1=CNC2=C(C=CC=C12)C#N